(R)-6-((6-((2-oxa-6-azaspiro[3.3]heptan-6-yl)methyl)-2-methoxypyridin-3-yl)methyl)-2-amino-4-(pentan-2-ylamino)pyrido[4,3-d]pyrimidin-5(6H)-one C1OCC12CN(C2)CC2=CC=C(C(=N2)OC)CN2C(C1=C(N=C(N=C1N[C@H](C)CCC)N)C=C2)=O